C(CN1C(C=CC1=O)=O)N1C(C=CC1=O)=O N,N'-ethylenedimaleimide